(2,5-dibromo-4-methylthiophen-3-yl)carbamic acid tert-butyl ester C(C)(C)(C)OC(NC1=C(SC(=C1C)Br)Br)=O